N1C2=C(S[C@@H](C1)[C@@H](C1=CC=CC=C1)NCCC1=CC=C(C#N)C=C1)N=CC=C2 4-(2-(((R)-((S)-2,3-dihydro-1H-pyrido[2,3-b][1,4]thiazin-3-yl)(phenyl)methyl)amino)ethyl)benzonitrile